Cl.CC1=NN(C=N1)C1CCNCC1 4-(3-methyl-1H-1,2,4-triazol-1-yl)piperidine HCl